FC1=C(C(=O)N2CC3(C4=CC(=CC=C24)NS(=O)(=O)C)CCCCC3)C=C(C=C1)S(=O)(=O)N1CCCCC1 N-(1'-(2-fluoro-5-(piperidin-1-ylsulfonyl)benzoyl)spiro[cyclohexane-1,3'-indolin]-5'-yl)methanesulfonamide